((2R,4S)-4-(2-aminooxazolo[4,5-c]pyridin-7-yl)tetrahydro-2H-pyran-2-yl)((S)-8-chloro-1-methyl-6-(trifluoromethyl)-3,4-dihydroisoquinolin-2(1H)-yl)methanone NC=1OC2=C(C=NC=C2[C@@H]2C[C@@H](OCC2)C(=O)N2[C@H](C3=C(C=C(C=C3CC2)C(F)(F)F)Cl)C)N1